3-(2-(2,2-difluoroacetyl)hydrazin-1-carbonyl)-8-(4-isobutylpiperazin-1-yl)-N-(4-methoxybenzyl)-N-(1-methylcyclopropyl)imidazo[1,5-a]pyrazin-6-sulfonamide FC(C(=O)NNC(=O)C1=NC=C2N1C=C(N=C2N2CCN(CC2)CC(C)C)S(=O)(=O)N(C2(CC2)C)CC2=CC=C(C=C2)OC)F